BrC=1C(N(CC(C1)C)C)CO (3-bromo-1,5-dimethyl-1,2,5,6-tetrahydropyridin-2-yl)methanol